2,2'-(1,3-phenylene)bis(1-((1-((1-methoxypropan-2-yl)oxy)propan-2-yl)oxy)propan-2-ol) C1(=CC(=CC=C1)C(COC(COC(COC)C)C)(C)O)C(COC(COC(COC)C)C)(C)O